5-(4-((3'-ethyl-2'-oxo-2',3'-dihydro-1'H-spiro[cyclopropane-1,4'-quinazolin]-7'-yl)methyl)piperazin-1-yl)-N,6-dimethylpicolinamide C(C)N1C(NC2=CC(=CC=C2C12CC2)CN2CCN(CC2)C=2C=CC(=NC2C)C(=O)NC)=O